CN(C#N)CCC=1OC(=NN1)C1=NC=CN=C1NC1=CC=C(C=C1)C(F)(F)F Methyl-[2-[5-[3-[4-(trifluoromethyl)anilino]pyrazin-2-yl]-1,3,4-oxadiazol-2-yl]ethyl]cyanamide